ClC1=C(C=C(C(=C1)Cl)OCC)NC(COCC(=O)O)=O 2-(2-((2,4-dichloro-5-ethoxyphenyl)amino)-2-oxoethoxy)acetic acid